[N+](=O)([O-])C1=C(C(=O)N(C(C)(C)C#N)C)C=CC=C1 2-nitro-N-methyl-N-(2-cyanopropan-2-yl)benzamide